(S)-7-(2,6-dioxopiperidin-3-yl)-6-oxo-7,8-dihydro-2H,6H-spiro[furo[2,3-e]isoindole-3,4'-piperidine]-5-carbonitrile O=C1NC(CC[C@@H]1N1C(C2=C(C=C3C(=C2C1)OCC31CCNCC1)C#N)=O)=O